C(#N)C(=C[C@H]1C([C@@H]1C(=O)OCC1=C(C(=C(C(=C1Br)F)C)F)Br)(C)C)C 2,6-dibromo-3,5-difluoro-4-methylbenzyl (1R)-trans-3-(2-cyano-1-propenyl)-2,2-dimethylcyclopropanecarboxylate